ClC1=NC=C2C(=N1)N(C(N(C2)C2=C(SC=C2CF)Cl)=O)CCOC 7-chloro-3-(2-chloro-4-(fluoromethyl)thiophen-3-yl)-1-(2-methoxyethyl)-3,4-dihydropyrimido[4,5-d]pyrimidin-2(1H)-one